FC1=CC=C2CC3(CCN(CC3)C3=NC4=C(C=5N3C=NN5)C(=NN4)C4(CC4)C4=CC=CC=C4)[C@@H](C2=C1)N (S)-6-fluoro-1'-(9-(1-phenylcyclopropyl)-7H-pyrazolo[4,3-e][1,2,4]triazolo[4,3-c]pyrimidin-5-yl)-1,3-dihydrospiro[indene-2,4'-piperidin]-1-amine